3-(trifluoromethyl)isoquinolin FC(C=1N=CC2=CC=CC=C2C1)(F)F